(S)-1-(7-(3-(2-chlorophenyl)-5-methylpyrazolo[1,5-a]pyridine-2-carbonyl)-6-methyl-2,7-diazaspiro[3.5]nonan-2-yl)prop-2-en-1-one ClC1=C(C=CC=C1)C=1C(=NN2C1C=C(C=C2)C)C(=O)N2[C@H](CC1(CN(C1)C(C=C)=O)CC2)C